2-Chloro-7-cyclobutyl-3-methoxy-11-oxo-6,7-dihydro-11H-benzo[f]pyrido[1,2-d][1,4]oxazepine-10-carboxylic acid ClC=1C(=CC2=C(C=3N(C(CO2)C2CCC2)C=C(C(C3)=O)C(=O)O)C1)OC